C(#N)CC[C@]1(C[C@H](N(C1)C(=O)[O-])C(=O)OCC)C(=O)OCC 2,4-diethyl (2S,4R)-4-(2-cyanoethyl)pyrrolidine-1,2,4-tricarboxylate